5-(8-chloro-1,2,3,4-tetrahydronaphthalen-2-yl)-2-(2-chlorophenyl)-4-propyl-4,5,6,7-tetrahydro-3H-imidazo[4,5-c]pyridine ClC=1C=CC=C2CCC(CC12)N1C(C2=C(CC1)N=C(N2)C2=C(C=CC=C2)Cl)CCC